3,7-dimethyloctane CC(CC)CCCC(C)C